C(C1=CC=CC=C1)[C@@H]1N(OCC1)C1=CC(=NC=N1)NC=1C(=CC(=C(C1)NC(C=C)=O)N1CCN(CC1)C1CCCC1)OC N-(5-((6-((S)-3-benzylisoxazolidine-2-yl)pyrimidine-4-yl)amino)-2-(4-cyclopentylpiperazine-1-yl)-4-methoxyphenyl)acrylamide